C(CCCCCCCCCCCC)(=O)OF perfluoro tridecanoate